FC([C@H]1N(C(OC1)=C=O)C=1N=C2N(CCN(C3=C2C=CC(=C3)N[C@H](C(=O)N)C)C3COC3)C1)F (S)-2-((2-((S)-4-(difluoromethyl)-2-carbonyloxazolidin-3-yl)-7-(oxetan-3-yl)-6,7-dihydro-5H-benzo[f]imidazo[1,2-d][1,4]diazepin-9-yl)amino)propanamide